N,N-bis(2-acrylamidoethyl)-acrylamide C(C=C)(=O)NCCN(C(C=C)=O)CCNC(C=C)=O